9-Chloro-5-fluoro-2,2-dimethyl-4a-phenyl-1,2,4,4a-tetrahydro-3H-pyrimido[1,2-a]quinolin-3-one ClC1=CC=C2C=C(C3(N(C2=C1)CC(C(N3)=O)(C)C)C3=CC=CC=C3)F